C(C1=CC=CC=C1)N1C(N(N=C1Cl)C1=CC=C(C=C1)N1C2=C(OCC1)C=CC=C2)=O 4-Benzyl-5-chloro-2-(4-(2,3-dihydro-4H-benzo[b][1,4]oxazin-4-yl)phenyl)-2,4-dihydro-3H-1,2,4-triazol-3-one